5-(tert-butyl)-N-(4-(6-chloropyrazolo[1,5-a]pyrazin-4-yl)-2-methylbenzyl)-1,2,4-oxadiazole-3-carboxamide C(C)(C)(C)C1=NC(=NO1)C(=O)NCC1=C(C=C(C=C1)C=1C=2N(C=C(N1)Cl)N=CC2)C